C1(CC1)C1=CC(=NN1)NC1=NC(=NC=C1)N1C2CCC(C1)(C2)C(=O)NC 2-[4-[(5-Cyclopropyl-1H-pyrazol-3-yl)amino]pyrimidin-2-yl]-N-methyl-2-azabicyclo[2.2.1]heptane-4-carboxamide